FC1=C(C(=NC=C1)C(C)C)B1OC(C(O1)(C)C)(C)C fluoro-2-isopropyl-3-(4,4,5,5-tetramethyl-1,3,2-dioxaborolan-2-yl)pyridine